2-(4-chlorophenyl)-N'-(2-(3,4-dichlorophenyl)acetyl)imidazo[1,2-a]pyridine-3-carbohydrazide ClC1=CC=C(C=C1)C=1N=C2N(C=CC=C2)C1C(=O)NNC(CC1=CC(=C(C=C1)Cl)Cl)=O